C[C@H]1CN(CCN1)CCC (S)-3-methyl-1-propylpiperazine